Cl.NC1CC(C1)(C(=O)OC)C methyl 3-amino-1-methylcyclobutanecarboxylate HCl salt